N-(2,3-dihydro-1,4-benzoxazin-4-yl)-4-(2,2,2-trifluoro-1-methyl-ethyl)-8-(2,3,5-trifluorophenyl)quinoline-3-carboxamide O1CCN(C2=C1C=CC=C2)NC(=O)C=2C=NC1=C(C=CC=C1C2C(C(F)(F)F)C)C2=C(C(=CC(=C2)F)F)F